tert-butyl N-[1-[(4-bromophenyl)methyl]-4-piperidyl]-N-methyl-carbamate BrC1=CC=C(C=C1)CN1CCC(CC1)N(C(OC(C)(C)C)=O)C